NC=1C=C(C=C(C1)C(F)(F)F)[C@@H](C)NC=1C2=C(N=C(N1)C)N=C(C(=C2)C2=NN=NN2C)N2CCCC2 (R)-N-(1-(3-amino-5-(trifluoromethyl)phenyl)ethyl)-2-methyl-6-(1-methyl-1H-tetrazol-5-yl)-7-(pyrrolidin-1-yl)pyrido[2,3-d]pyrimidin-4-amine